BrC=1C=CC=2N(C1)C(=CN2)C2=NC(=NC=C2C)NC2CCC(CC2)N N1-(4-(6-Bromoimidazo[1,2-a]pyridin-3-yl)-5-methylpyrimidin-2-yl)cyclohexane-1,4-diamine